C(CCCCCCCC)C=1C=C2C=CC(=CC2=CC1CCCCCCCCC)S(=O)(=O)O 6,7-dinonyl-2-naphthalenesulphonic acid